6-chloro-4-hydroxytryptophan ClC=1C=C2NC=C(C[C@H](N)C(=O)O)C2=C(C1)O